4-(Benzyloxy)-2-chloroquinoline C(C1=CC=CC=C1)OC1=CC(=NC2=CC=CC=C12)Cl